NC1=NC(=C2N=CN(C2=N1)[C@H]1O[C@]([C@H](C1)O)(C=C)CO)O 2-amino-9-((2S,4S,5R)-4-hydroxy-5-(hydroxymethyl)-5-vinyltetrahydrofuran-2-yl)-9H-purin-6-ol